O=C1N(CC2=CC(=CC=C12)N1CCN(CC1)C1CCNCC1)[C@@H]1C(NC(CC1)=O)=O (3S)-3-[1-oxo-5-[4-(4-piperidyl)piperazin-1-yl]isoindolin-2-yl]piperidine-2,6-dione